Trans-2,2-dichloro-3-(3-chloro-5-(difluoromethyl)phenyl)cyclopropane-1-carboxylic acid ClC1([C@H]([C@@H]1C1=CC(=CC(=C1)C(F)F)Cl)C(=O)O)Cl